tert-butyl N-[3-(7-bromobenzimidazol-1-yl)propyl]-N-cyclopropyl-carbamate BrC1=CC=CC2=C1N(C=N2)CCCN(C(OC(C)(C)C)=O)C2CC2